1,3,5-tris(t-amyl-peroxyisopropyl)benzene C(C)(C)(CC)OOC(C)(C)C1=CC(=CC(=C1)C(C)(C)OOC(C)(C)CC)C(C)(C)OOC(C)(C)CC